1,10-bis(3,4-dihydroxyphenyl)decane-1,10-dione OC=1C=C(C=CC1O)C(CCCCCCCCC(=O)C1=CC(=C(C=C1)O)O)=O